(6aR,8R)-6a-ethyl-2-(3-fluoro-2-methoxyphenyl)-8-((5-fluoro-6-vinylpyridin-3-yl)oxy)-5,6,6a,7,8,9-hexahydropyrrolo[1',2':4,5]pyrazino[2,3-c]pyridazine C(C)[C@]12N(C=3C(=NN=C(C3)C3=C(C(=CC=C3)F)OC)NC1)C[C@@H](C2)OC=2C=NC(=C(C2)F)C=C